4-amino-N,1-dimethyl-N-(4-(1-methyl-1H-pyrazol-4-yl)-2,3-dihydrothieno[3,4-b]furan-3-yl)-1H-pyrazolo[4,3-c]quinoline-8-carboxamide NC1=NC=2C=CC(=CC2C2=C1C=NN2C)C(=O)N(C2C=1C(OC2)=CSC1C=1C=NN(C1)C)C